C(=O)C1=CC=C(C=C1)C1=C(C(=NN=N1)C1=CC=C(C=C1)C=O)C1=CC=C(C=C1)C=O tris(4-formylphenyl)triazine